4-(2-aminophenoxy)biphenyl NC1=C(OC2=CC=C(C=C2)C2=CC=CC=C2)C=CC=C1